2-((4,4-difluoropiperidin-1-yl)methyl)-7-(5-fluoro-2-(((3S,4R)-3-hydroxytetrahydro-2H-pyran-4-yl)amino)pyrimidin-4-yl)-1-isopropyl-3-methylquinolin-4(1H)-one FC1(CCN(CC1)CC=1N(C2=CC(=CC=C2C(C1C)=O)C1=NC(=NC=C1F)N[C@H]1[C@@H](COCC1)O)C(C)C)F